(2-(2,6-dioxopiperidin-3-yl)-1,3-dioxo-6-((2-(trifluoromethoxy)phenyl)sulfonamido)isoindolin-4-yl)boronic acid O=C1NC(CCC1N1C(C2=CC(=CC(=C2C1=O)B(O)O)NS(=O)(=O)C1=C(C=CC=C1)OC(F)(F)F)=O)=O